2-(((1-methyl-1H-indazol-6-yl)methoxy)pyrimidin-4-yl)piperazine-1-carboxylic acid tert-butyl Ester C(C)(C)(C)OC(=O)N1C(CNCC1)C1=NC(=NC=C1)OCC1=CC=C2C=NN(C2=C1)C